(2R,3R)-2-(hydroxymethyl)-5-(trifluoromethyl)-3,4-dihydro-2H-pyran-3,4-diol OC[C@H]1OC=C(C([C@H]1O)O)C(F)(F)F